C(CCCC(=O)[O-])(=O)OCCCCCCCC.C(CCCC(=O)[O-])(=O)OCCCCCCCC dioctyl diglutarate